FC=1C=CC(=C(C1)NC(=O)NC1=CC(=CC(=C1)OC)NCCN)CO 1-(5-fluoro-2-hydroxymethylphenyl)-3-[3-(2-aminoethylamino)-5-methoxyphenyl]urea